COC=1C(=C2C(C(=C(OC2=CC1)C1=CC=CC=C1)NC(CC1=CC=CC=C1)=O)=O)OC dimethoxyphenylacetamidoflavone